lithium vanadium phosphorus sulfide [P]=S.[V].[Li]